CN1C(C(CCC1=O)N1CC2=CC=C(C=C2C1=O)OCCOCCNC(C1=CC(=C(C=C1)NCC1=CC=C(C=C1)C(F)(F)F)C=1N=CN(C1)C)=O)=O N-[2-[2-[2-(1-Methyl-2,6-dioxo-3-piperidyl)-3-oxo-isoindolin-5-yl]oxyethoxy]ethyl]-3-(1-methylimidazol-4-yl)-4-[[4-(trifluoromethyl)phenyl]methylamino]benzamide